CC=1C(C2=CC(=CC=C2C1)C)N trans-2,6-dimethyl-1-indenamine